butyl pyruvate C(C(=O)C)(=O)OCCCC